FC1=C2N=CC(N(C2=CC(=C1)C1=NC(=NC=C1F)NC1=NC=C(C=C1)C1CCN(CC1)C)C(C)C)=O 5-Fluoro-7-(5-fluoro-2-(5-(1-methylpiperidin-4-yl)pyridin-2-ylamino)pyrimidin-4-yl)-1-isopropylquinoxalin-2(1H)-one